C(=O)(O)C=1C=C2C(C(N(C2=CC1)CCCCCCCC)C)(C)C 5-carboxyl-2,3,3-trimethyl-1-octyl-3H-indole